6-bromopyridyl-ethanone BrC1=CC=CC(=N1)C(C)=O